4-(3-Isopropyl-2-(2-methylpyridin-4-yl)-1H-indol-5-yl)cyclohexan-1-ol C(C)(C)C1=C(NC2=CC=C(C=C12)C1CCC(CC1)O)C1=CC(=NC=C1)C